FC1(CCC(CC1)C1=NC(=CC(=N1)C=1C=NN(C1)C1=C(C=C(C=C1)NS(=O)(=O)CCO)N1CCC2(CC2)CC1)C)F N-(4-(4-(2-(4,4-difluorocyclohexyl)-6-methylpyrimidin-4-yl)-1H-pyrazol-1-yl)-3-(6-azaspiro[2.5]oct-6-yl)phenyl)-2-hydroxyethane-1-sulfonamide